4-Isonicotinamidopiperidine-1-carboxylate C(C1=CC=NC=C1)(=O)NC1CCN(CC1)C(=O)[O-]